C/C(/C=C/C(C)=O)=C\C1=CC=C(C=C1)C (3E,5E)-5-methyl-6-p-tolylhexa-3,5-dien-2-one